(S)-3-(cyanomethyl)-2-oxo-3-(5-(3-((4-(trifluoromethyl)phenyl)amino)pyridin-2-yl)-1,3,4-oxadiazol-2-yl)pyrrolidin-1-ium C(#N)C[C@]1(C([NH2+]CC1)=O)C=1OC(=NN1)C1=NC=CC=C1NC1=CC=C(C=C1)C(F)(F)F